BrC1=NC=C(N=C1)CN1CCN(CC1)C 2-bromo-5-((4-methylpiperazin-1-yl)methyl)pyrazine